tert-Butyl N-(6-chloro-7-fluoro-1H-indol-4-yl)carbamate ClC1=CC(=C2C=CNC2=C1F)NC(OC(C)(C)C)=O